2,2-difluorocyclopentan-1-amine hydrochloride Cl.FC1(C(CCC1)N)F